C(#N)C=1C=C2C[C@H](COC2=CC1)NC(=O)C1=NN2C(OC(CC2)COCCC)=C1 N-((R)-6-cyanochroman-3-yl)-5-(propoxymethyl)-6,7-dihydro-5H-pyrazolo[5,1-B][1,3]oxazine-2-carboxamide